CC1(N(CCC1)CCNC(=O)C=1C=C(C(=NC1)C)NC(=O)C=1C=C2C(=NC1)N(C(=C2)C=2C=NN(C2)C)COCC[Si](C)(C)C)C N-(5-((2-(2,2-dimethylpyrrolidin-1-yl)ethyl)carbamoyl)-2-methylpyridin-3-yl)-2-(1-methyl-1H-pyrazol-4-yl)-1-((2-(trimethylsilyl)ethoxy)methyl)-1H-pyrrolo[2,3-b]pyridine-5-carboxamide